CN1C(NC=2C1=NC(=CC2)N2CCC(CC2)CC(=O)OC(C)(C)C)=O tert-butyl 2-[1-(3-methyl-2-oxo-1H-imidazo[4,5-b]pyridin-5-yl)-4-piperidyl]acetate